C1(CC1)C1=C(N=CO1)C(=O)N1C2CN(CC1CC2)CC2=C(N=C1N2C=CC=N1)C1=CC=C(C=C1)C1CC1 (5-cyclopropyl-1,3-oxazol-4-yl)(3-{[2-(4-cyclopropylphenyl)imidazo[1,2-a]pyrimidin-3-yl]methyl}-3,8-diazabicyclo[3.2.1]octan-8-yl)methanone